2-(2-((Cyclopropylmethyl)amino)pyridin-4-yl)-N-(3-(difluoromethyl)-1-(1-(4-(2,4-dioxotetrahydropyrimidin-1(2H)-yl)-2-fluorobenzyl)piperidin-4-yl)-1H-pyrazol-4-yl)oxazole-4-carboxamide C1(CC1)CNC1=NC=CC(=C1)C=1OC=C(N1)C(=O)NC=1C(=NN(C1)C1CCN(CC1)CC1=C(C=C(C=C1)N1C(NC(CC1)=O)=O)F)C(F)F